thiazolo[4,5-e]pyrazin S1C=NC=2N=CC=NC21